NCC=1C=CC=C2C3=C(COC12)C=CC(=C3)COC3=C(C=CC(=C3)[C@@H](C)O)CC(=O)O |r| (±)-2-(2-((4-(aminomethyl)-6H-benzo(c)chromen-9-yl)methoxy)-4-(1-hydroxyethyl)phenyl)acetic acid